N1C=C(C2=CC=CC=C12)C(CNC1=C(C=CC(=C1)C1=NC(=NS1)C)C)=O 1-(1H-indol-3-yl)-2-((2-methyl-5-(3-methyl-1,2,4-thiadiazol-5-yl)phenyl)amino)ethan-1-one